ClC=1C=C(SC1)C=1N=C(SC1CN1[C@@H](CCC1)CC)N 4-(4-chlorothiophen-2-yl)-5-{[(2R)-2-ethylpyrrolidin-1-yl]-methyl}-1,3-thiazol-2-amine